NC([C@H](C[C@H]1C(NCC1)=O)NC([C@H](CC1CC1)NC(OCCOCCOC)=O)=O)=O 2-(2-methoxyethoxy)ethyl ((S)-1-(((S)-1-amino-1-oxo-3-((S)-2-oxopyrrolidin-3-yl)propan-2-yl)amino)-3-cyclopropyl-1-oxopropan-2-yl)carbamate